4-(((3R,5R,7R)-adamantan-1-yl)amino)-N-((S)-1-(3-hydroxyphenyl)hexan-2-yl)benzamide C12(CC3CC(CC(C1)C3)C2)NC2=CC=C(C(=O)N[C@H](CC3=CC(=CC=C3)O)CCCC)C=C2